N-(3-(piperidin-1-yl)propyl)-2-(4-(pyrrolidin-2-yl)phenyl)benzo[d]imidazo[2,1-b]thiazole-7-carboxamide diformate C(=O)O.C(=O)O.N1(CCCCC1)CCCNC(=O)C1=CC2=C(N3C(S2)=NC(=C3)C3=CC=C(C=C3)C3NCCC3)C=C1